C(CCCCCCCCCCCCCCCCCCCCCCCCCCCC)O nonacosanyl alcohol